methyl 6-((1R,5S,6s)-6-((4-(2-aminopropan-2-yl)-6-(4-fluorophenyl)pyridin-2-yl)oxy)-3-azabicyclo[3.1.0]hexane-3-carbonyl)-2-methylimidazo[1,2-a]pyridine-8-carboxylate NC(C)(C)C1=CC(=NC(=C1)C1=CC=C(C=C1)F)OC1[C@@H]2CN(C[C@H]12)C(=O)C=1C=C(C=2N(C1)C=C(N2)C)C(=O)OC